(1S,2R)-N-(4-Cyanocyclohexyl)-N-((2,3-dihydro-1H-inden-5-yl)methyl)-2-tosylcyclopentane-1-carboxamide C(#N)C1CCC(CC1)N(C(=O)[C@H]1[C@@H](CCC1)S(=O)(=O)C1=CC=C(C)C=C1)CC=1C=C2CCCC2=CC1